3-[4-[3-[4-[(3R,5R)-5-[(1,5-dimethyl-6-oxo-pyridazin-4-yl)amino]-1-methyl-3-piperidyl]benzoyl]-3,9-diazaspiro[5.5]undecan-9-yl]-2-methyl-phenyl]piperidine-2,6-dione CN1N=CC(=C(C1=O)C)N[C@@H]1C[C@@H](CN(C1)C)C1=CC=C(C(=O)N2CCC3(CC2)CCN(CC3)C3=CC(=C(C=C3)C3C(NC(CC3)=O)=O)C)C=C1